C(C)(C)(C)OC(=O)N1[C@H](CN(CC1)C=1N=NC(=CC1)NC(=O)C=1C(=CC=2N(C1)C=C(N2)C)OC2CCOCC2)C (S)-2-methyl-4-(6-(2-methyl-7-((tetrahydro-2H-pyran-4-yl)oxy)imidazo[1,2-a]pyridine-6-carboxamido)pyridazin-3-yl)piperazine-1-carboxylic acid tert-butyl ester